ClC=1C=C(C=CC1F)C1=NC2=C(N1)CCC2 2-(3-chloro-4-fluorophenyl)-1,4,5,6-tetrahydrocyclopenta[d]Imidazole